NC1=C2C(=NC=N1)N(N=C2C2=CC=C1C=C(NC1=C2)C(=O)NC(C)C)C(C)(C)C 6-(4-amino-1-tert-butyl-pyrazolo[3,4-d]pyrimidin-3-yl)-N-isopropyl-1H-indole-2-carboxamide